O=C1N(CCC(N1)=O)C1=NN(C2=CC(=CC=C12)C1CCN(CC1)CCC=1C=C(C=CC1)S(=O)(=O)N1CCC(CC1)NC(OC(C)(C)C)=O)C tert-Butyl (1-((3-(2-(4-(3-(2,4-dioxotetrahydropyrimidin-1(2H)-yl)-1-methyl-1H-indazol-6-yl)piperidin-1-yl)ethyl)phenyl)sulfonyl)piperidin-4-yl)carbamate